rac-tert-Butyl {[2,5-dioxo-4-propylimidazolidin-4-yl]methyl}carbamate O=C1NC([C@@](N1)(CCC)CNC(OC(C)(C)C)=O)=O |r|